C[C@]12CC3(CC(C[C@@](C1)(C3)C)C2)NC(NC2=C(C=C(C(=O)N3CC(CCC3)C(=O)NCC(C)O)C=C2)F)=O 1-(4-(3-((1r,3R,5S,7r)-3,5-dimethyladamantan-1-yl)ureido)-3-fluorobenzoyl)-N-(2-hydroxypropyl)piperidine-3-carboxamide